1-[(2s,4r)-4-({4-[5-(aminomethyl)-1,3,4-oxadiazol-2-yl]phenyl}amino)-2-methyl-3,4-dihydroquinolin-1(2H)-yl]propan-1-one hydrochloride Cl.NCC1=NN=C(O1)C1=CC=C(C=C1)N[C@@H]1C[C@@H](N(C2=CC=CC=C12)C(CC)=O)C